COC(C1=CN=C(C=C1C1=C(C=CC(=C1)COC1OCCCC1)F)C)=O 4-(2-fluoro-5-(((tetrahydro-2H-pyran-2-yl)oxy)methyl)phenyl)-6-methylnicotinic acid methyl ester